C[C@@H]1O[C@@H](CN(C1)C1=CC=CC(=N1)C1=NC2=CC(=NC=C2C=C1)CNC(C1=CC(=CC=C1)S(=O)(=O)C(F)(F)F)=O)C N-((2-(6-((cis)-2,6-dimethylmorpholino)pyridin-2-yl)-1,6-naphthyridin-7-yl)methyl)-3-((trifluoromethyl)sulfonyl)benzamide